Methyl (S)-2-azaspiro[4.5]decane-3-carboxylate hydrochloride Cl.C1N[C@@H](CC12CCCCC2)C(=O)OC